BrC=1C=CC(=NC1)CNCC1=NC=CC=C1F 1-(5-bromopyridin-2-yl)-N-((3-fluoropyridin-2-yl)methyl)methanamine